2-(3,4,5-trifluorostyryl)oxazole ethyl-2-({6-[(1,3-benzothiazol-2-yl)amino]-4,5-dimethylpyridazin-3-yl}amino)-5-[3-(2-fluorophenoxy)propyl]-1,3-thiazole-4-carboxylate C(C)OC(=O)C=1N=C(SC1CCCOC1=C(C=CC=C1)F)NC=1N=NC(=C(C1C)C)NC=1SC2=C(N1)C=CC=C2.FC=2C=C(C=CC=1OC=CN1)C=C(C2F)F